3-benzyl-1-phenylhept-6-en-1-yn-3-ol C(C1=CC=CC=C1)C(C#CC1=CC=CC=C1)(CCC=C)O